NCC=1C=C(C=CC1)C=1C=C(C2=C(C(=CO2)COC2=C(C=CC=C2)CC(=O)O)C1)NC 2-(2-((5-(3-(aminomethyl)phenyl)-7-(methylamino)benzofuran-3-yl)methoxy)phenyl)acetic acid